COC1=NC=CC(=C1)C1(CCC1)CCC(=O)N1CC2CCC(C1)N2C2=NC=C(C#N)C=C2 6-(3-(3-(1-(2-methoxypyridin-4-yl)cyclobutyl)propanoyl)-3,8-diazabicyclo[3.2.1]octan-8-yl)nicotinonitrile